S(=O)(OCC1CCCCC1)OCCCCCCCCCCCC cyclohexylmethyl dodecyl sulfite